C[C@@H](C/C=C/C(C)(C)OC)[C@@H]1CC[C@]2([C@]1(CC[C@H]3[C@H]2CC[C@@H]4[C@@]3(CCC(=O)C4(C)C)C)C)C The molecule is a tirucallane triterpenoid that is (13alpha,14beta,17alpha,20S,23E)-lanosta-23-ene substituted by an oxo group at position 3 and a methoxy group at position 25. It has been isolated from the stem and stem barks of Cornus walteri. It has a role as a plant metabolite. It is a tirucallane triterpenoid, a cyclic terpene ketone, an ether and a 3-oxo-5alpha-steroid.